BrC=1C=CC=C2C=C(N=CC12)C1=CN=C(S1)C 5-(8-bromoisoquinolin-3-yl)-2-methylthiazole